N-(6-carbonyl-1,6-dihydropyridazin-4-yl)quinoxaline-2-carboxamide C(=O)=C1C=C(C=NN1)NC(=O)C1=NC2=CC=CC=C2N=C1